1-trimethoxysilyl-8-bis(4-methylpiperazin-1-yl)methylsilyloctane CO[Si](CCCCCCCC[SiH2]C(N1CCN(CC1)C)N1CCN(CC1)C)(OC)OC